ClC1=CC=C2C(=CC(=NC2=C1)C=1C=C(C=CC1)NS(=O)(=O)C)N1C=NC=C1 N-(3-(7-chloro-4-(1H-imidazol-1-yl)quinolin-2-yl)phenyl)methanesulfonamide